N-(heptan-4-yl)-benzo[d][1,3]dioxol-5-carboxamide CCCC(CCC)NC(=O)C1=CC2=C(OCO2)C=C1